[IH]1C(C(CCCCCCC1)=O)=O ioDecanedione